tert-butyl 2-((4-chloro-2-fluorobenzyl)oxy)-3-cyano-5,8-dihydro-1,7-naphthyridine-7(6H)-carboxylate ClC1=CC(=C(COC2=NC=3CN(CCC3C=C2C#N)C(=O)OC(C)(C)C)C=C1)F